NC=1C=C2C(=NNC2=CC1)C=1C=C(C=CC1)P(C)(C)=O (3-(5-amino-1H-indazol-3-yl)phenyl)dimethylphosphine oxide